3-(2-tert-butyl-4-hydroxy-5-methylphenyl)acrylic acid C(C)(C)(C)C1=C(C=C(C(=C1)O)C)C=CC(=O)O